S-(diisopropoxyphosphoryl)methyl ethanethioate C(C)(SCP(=O)(OC(C)C)OC(C)C)=O